trans-4-cyclohexene-1,2-dicarboxylic acid diisobutyl ester C(C(C)C)OC(=O)[C@H]1[C@@H](CC=CC1)C(=O)OCC(C)C